BrC=1C(=NN2C1CN(CC2)C(=O)OC(C)(C)C)NC2=CC=C(C=C2)F tert-butyl 3-bromo-2-(4-fluoroanilino)-6,7-dihydropyrazolo[1,5-a]pyrazine-5(4H)-carboxylate